ClC1=C(C=C(C=C1)C#N)C=1C=C2C(=NNC2=CC1)NC(=O)[C@H]1CN(CCC1)C(=O)OC(C)OC(C(CCC)(C)C)=O 1-[(2,2-Dimethylpentanoyl)oxy]ethyl (3R)-3-{[5-(2-chloro-5-cyanophenyl)-1H-indazol-3-yl]carbamoyl}-piperidine-1-carboxylate